Cl.NC1CC2(CN(C2)C(=O)NC2=NC(N(C=C2)C2=CC=C(C=C2)CCN2CCC(CCC2)N)=O)C1 6-Amino-N-(1-(4-(2-(4-aminoazepan-1-yl)ethyl)phenyl)-2-oxo-1,2-dihydropyrimidin-4-yl)-2-azaspiro[3.3]heptane-2-carboxamide hydrochloride salt